NC=1C2=C(N=CN1)N(C(=C2C2=CC[C@@]1(CCN(C1=O)C)CC2)C2=CC=C(C=C2)NC(C(=C)C)=O)C (R)-N-(4-(4-amino-7-methyl-5-(2-methyl-1-oxo-2-azaspiro[4.5]dec-7-en-8-yl)-7H-pyrrolo[2,3-d]pyrimidin-6-yl)phenyl)methacrylamide